ClC1=NC(=NC(=C1)C1=C(C=CC=C1C)C)NS(=O)(=O)C=1C=C(C(=O)Cl)C=CC1 3-[[4-Chloro-6-(2,6-dimethylphenyl)pyrimidin-2-yl]sulfamoyl]benzoyl chloride